benzyl N-methyl-(1-(6-(3-methyl-1H-pyrrolo[2,3-b]pyridin-5-yl)isochroman-8-yl)cyclopropyl)carbamate CN(C(OCC1=CC=CC=C1)=O)C1(CC1)C=1C=C(C=C2CCOCC12)C=1C=C2C(=NC1)NC=C2C